4-methyl-3-(morpholine-4-carbonyl)benzonitrile CC1=C(C=C(C#N)C=C1)C(=O)N1CCOCC1